C(C1=CC=CC=C1)N1C2=C(SCC1=O)C=CC(=C2)NC(=O)NC2=CNC1=CC=C(C=C21)C2=CC(=CC(=C2)F)F 1-(4-benzyl-3-oxo-3,4-dihydro-2H-benzo[b][1,4]thiazin-6-yl)-3-(5-(3,5-difluorophenyl)-1H-indol-3-yl)urea